3-chloro-4-(6-cyano-5-fluoropyridin-2-yl)-N-(4-methylcyclohexyl)benzenesulfonamide tert-butyl-N-[3-[(5-chloro-2-hydroxy-3-pyridyl)carbamoyl]-1-bicyclo[1.1.1]pentanyl]carbamate C(C)(C)(C)OC(NC12CC(C1)(C2)C(NC=2C(=NC=C(C2)Cl)O)=O)=O.ClC=2C=C(C=CC2C2=NC(=C(C=C2)F)C#N)S(=O)(=O)NC2CCC(CC2)C